ClC1=NC=C(C(=N1)C1=NN(C=C1)C(=O)OC(C)(C)C)Cl tert-butyl 3-(2,5-dichloropyrimidin-4-yl)-1H-pyrazole-1-carboxylate